N,N-bisaminopropyl-benzylamine NCCCN(CCCN)CC1=CC=CC=C1